ethyl (2E)-2-[2-(5-fluoro-2-methylphenyl)hydrazin-1-ylidene]propanoate FC=1C=CC(=C(C1)N\N=C(\C(=O)OCC)/C)C